carbamyl-Choline C(N)(=O)OCC[N+](C)(C)C